(3ar,6as)-5-(6-nitropiperidin-3-yl)hexahydro-1H-furo[3,4-c]pyrrole [N+](=O)([O-])C1CCC(CN1)N1C[C@@H]2[C@H](C1)COC2